methyl 3-(1-(benzo[d]thiazol-2-ylamino)isoquinolin-4-yl)-7-chloroimidazo[1,2-a]pyridine-8-carboxylate S1C(=NC2=C1C=CC=C2)NC2=NC=C(C1=CC=CC=C21)C2=CN=C1N2C=CC(=C1C(=O)OC)Cl